triethyl-5-benzoylpyrrole-2-methanetricarboxylic acid C(C)OC(=O)C(C(=O)OCC)(C(=O)OCC)C=1NC(=CC1)C(C1=CC=CC=C1)=O